3-((4-(1-ethoxyvinyl)-6-fluoro-1H-indol-5-yl)oxy)benzonitrile C(C)OC(=C)C1=C2C=CNC2=CC(=C1OC=1C=C(C#N)C=CC1)F